C(C)(C)(C)OC(=O)N1CCN(CC1)[C@H](C(=O)N(C)C1=C(C=C2C=C(NC2=C1)C1=NNC=2CC(CCC12)(C)C)F)C.[P].C(C)(C)NC(C)C diisopropylamine phosphorus tert-butyl-(S)-4-(1-((2-(6,6-dimethyl-4,5,6,7-tetrahydro-1H-indazol-3-yl)-5-fluoro-1H-indol-6-yl)(methyl)amino)-1-oxopropan-2-yl)piperazine-1-carboxylate